diphenyl-(6-chloro-4-difluoromethyl-quinoline-2-yl)phosphorus oxide C1(=CC=CC=C1)P(C1=NC2=CC=C(C=C2C(=C1)C(F)F)Cl)(C1=CC=CC=C1)=O